Triethylammonium 5-[[4-[2-Fluoro-4-[[1-[(4-fluorophenyl)carbamoyl]cyclopropancarbonyl]amino]phenoxy]-6-methoxy-7-quinolyl]oxy]valerat FC1=C(OC2=CC=NC3=CC(=C(C=C23)OC)OCCCCC(=O)[O-])C=CC(=C1)NC(=O)C1(CC1)C(NC1=CC=C(C=C1)F)=O.C(C)[NH+](CC)CC